N1(CCCCCC1)C1=C(C(=O)NC2=CC(NC=C2)=O)C=C(C=N1)C(F)(F)F 2-(azepan-1-yl)-N-(2-oxo-1,2-dihydropyridin-4-yl)-5-(trifluoromethyl)nicotinamide